ClC1=C2C(=C(C3(CCC=4C(=NC(=NC4C3)OC[C@H]3N(CCC3)C)N3C[C@@H](N(CC3)C(C(=C)F)=O)CC#N)C2=CC=C1)F)F 2-((2S)-4-(4-chloro-2,3-difluoro-2'-(((S)-1-methylpyrrolidin-2-yl)methoxy)-5',8'-dihydro-6'H-spiro[inden-1,7'-quinazolin]-4'-yl)-1-(2-fluoroacryloyl)piperazin-2-yl)acetonitrile